nerol OC\C=C(/CCC=C(C)C)\C